5-[5-[(2S)-2-[tert-butyl(diphenyl)silyl]oxy-3,3-difluoro-propyl]-1,2,4-oxadiazol-3-yl]-2-methyl-aniline [Si](C1=CC=CC=C1)(C1=CC=CC=C1)(C(C)(C)C)O[C@@H](CC1=NC(=NO1)C=1C=CC(=C(N)C1)C)C(F)F